N-[[4-(1-Pyrrolidinylmethyl)phenyl]methyl]thieno[2,3-d]pyrimidin-4-amine N1(CCCC1)CC1=CC=C(C=C1)CNC=1C2=C(N=CN1)SC=C2